C(#N)C1(C2CCCC12)N1C(=CC2=CC(=CC=C12)[C@@H]1CC(OCC1)(C)C)C(=O)N(C1=CC=CC=C1)C 1-(6-cyanobicyclo[3.1.0]hexan-6-yl)-5-((S)-2,2-dimethyltetrahydro-2H-pyran-4-yl)-N-methyl-N-phenyl-1H-indole-2-carboxamide